3-oxabicyclo[3.1.0]hexane-1-carboxylic acid C12(COCC2C1)C(=O)O